1-(4-((6-(3-ethylureido)-7-methoxyquinazolin-4-yl)oxy)phenyl)-3-(3-fluorophenethyl)urea C(C)NC(NC=1C=C2C(=NC=NC2=CC1OC)OC1=CC=C(C=C1)NC(=O)NCCC1=CC(=CC=C1)F)=O